O=C1N(CC(N1C1=CC=C(C=C1)OC1=NC=NC2=CC(=CC=C12)OC(F)(F)F)=O)C=1C=C(C#N)C=C(C1)C(F)(F)F 3-[2,4-dioxo-3-(4-{[7-(trifluoromethoxy)-4-quinazolinyl]oxy}phenyl)-1-imidazolidinyl]-5-(trifluoromethyl)benzonitrile